[C@H]12CN(C[C@H](CC1)N2)C=2C1=C(N=C(N2)OCC23CCCN3CCC2)C(=C(N=C1)C1=CC(=CC2=CC=CC(=C12)C#C)O)F 4-(4-((1R,5S)-3,8-diazabicyclo[3.2.1]octan-3-yl)-8-fluoro-2-((tetrahydro-1H-pyrrolizin-7a(5H)-yl)methoxy)pyrido[4,3-d]pyrimidin-7-yl)-5-ethynylnaphthalen-2-ol